NC=1C(=C(C(=CC1)F)C1=CC2=C(N=C(N=C2)SC)N(C1=O)C)F 6-(3-amino-2,6-difluorophenyl)-8-methyl-2-(methylsulfanyl)pyrido[2,3-d]pyrimidin-7(8H)-one